C1(=CC=C(C=C1)OC([C@@H]([C@H](C(=O)O)O)O)=O)C O'-p-tolyl-L-tartaric acid